C1(=CC=CC=C1)C=1C=CC=2N(C3=CC=C(C=C3C2C1)C1=CC=CC=C1)C1=CC=C(C=C1)C1=NC2=C3C(=C4C(=C2N=C1)C=CC=C4)C=CC=C3 2-[4-(3,6-diphenyl-9H-carbazol-9-yl)phenyl]dibenz[f,h]quinoxaline